(R)-3-AMINO-4-METHYL-PENTANOIC ACID N[C@H](CC(=O)O)C(C)C